ClC1=C(C=CC=C1)N1C(NC(C2=C1C=C(S2)C2CC2)=O)=O 1-(2-chlorophenyl)-6-cyclopropyl-thieno[3,2-d]pyrimidine-2,4(1H,3H)-dione